Trimethylcyclohexane-1,2-diamine CC1C(C(CCC1)(N)C)(N)C